1,1,1-tris-(hydroxymethyl)propane tris-(3-mercaptopropionate) SCCC(=O)O.SCCC(=O)O.SCCC(=O)O.OCC(CC)(CO)CO